(S)-1-(2-((S)-3-(quinolin-5-ylamino)pyrrolidin-1-yl)acetyl)pyrrolidine-2-carbonitrile N1=CC=CC2=C(C=CC=C12)N[C@@H]1CN(CC1)CC(=O)N1[C@@H](CCC1)C#N